N[C@H]1CN(CCC1)C1=NC2=C(N1CC1=CC=C(OCC#N)C=C1)C=CC=C2 (R)-2-(4-((2-(3-Aminopiperidin-1-yl)-1H-benzo[d]imidazol-1-yl)methyl)phenoxy)acetonitril